6-(Cyclopropanecarboxamido)-N-methoxy-4-((4-(N-methylmethanesulfonamido)pyridin-3-yl)amino)nicotinamide C1(CC1)C(=O)NC1=NC=C(C(=O)NOC)C(=C1)NC=1C=NC=CC1N(S(=O)(=O)C)C